(9H-fluoren-9-yl)methyl (3S)-3-((4-(4-acetoxypiperidin-1-yl)-1-(tert-butoxy)-1-oxobutan-2-yl)carbamoyl)-3,4-dihydroisoquinoline-2(1H)-carboxylate C(C)(=O)OC1CCN(CC1)CCC(C(=O)OC(C)(C)C)NC(=O)[C@H]1N(CC2=CC=CC=C2C1)C(=O)OCC1C2=CC=CC=C2C=2C=CC=CC12